FC=1C=C(OCC(=O)N2CC3C(C2C(=O)O)CCC3)C=C(C1)F trans-2-[2-(3,5-difluorophenoxy)acetyl]-3,3a,4,5,6,6a-hexahydro-1H-cyclopenta[c]pyrrole-3-carboxylic acid